FC1CN(C1)CCC1=NN(C(C=C1C1CC1)=O)[C@H](C(=O)NCCC(=O)O)CC(C)C 3-((S)-2-(3-(2-(3-fluoroazetidin-1-yl)ethyl)-6-oxo-4-cyclopropyl-Pyridazin-1(6H)-yl)-4-methylpentanamido)propanoic acid